[N+](=O)([O-])[O-].[La+3].OC(CN1CCN(CC1)C=1C=CC(=C(C(=O)NC2(CC2)C=2C=3C4=C(C(N(C4=CC2)C)=O)C=CC3)C1)C)C.[N+](=O)([O-])[O-].[N+](=O)([O-])[O-] 5-(4-(2-hydroxypropyl)piperazin-1-yl)-2-methyl-N-(1-(1-methyl-2-oxo-1,2-dihydrobenzo[cd]indol-6-yl)cyclopropyl)benzamide lanthanum(III) nitrate